ClC=1C=C(C=CC1Cl)CC(=O)Cl 3,4-dichlorophenylacetyl chloride